N-[1-(6-chloro-2-pyridyl)cyclobutyl]-6-(3,5-difluoroanilino)-3-methoxy-pyridine-2-carboxamide ClC1=CC=CC(=N1)C1(CCC1)NC(=O)C1=NC(=CC=C1OC)NC1=CC(=CC(=C1)F)F